tert.-butyl acrylate C(C=C)(=O)OC(C)(C)C